C(C1=CC=CC=C1)N1N=NC(=C1)C=1C=C(SC1C)C(=O)NC1=CC(=CC(=C1)NS(=O)(=O)C)Cl 4-(1-benzyl-1H-1,2,3-triazol-4-yl)-N-(3-chloro-5-(methylsulfonamido)phenyl)-5-methylthiophene-2-carboxamide